CC(=C)C1=CC=CC=C1 β-Methylstyrol